(S)-2-(5-chloro-4-methylpyridin-2-yl)-N-(3-(1-((2-ethyl-2H-pyrazolo[3,4-b]pyrazin-6-yl)amino)ethyl)phenyl)acetamide ClC=1C(=CC(=NC1)CC(=O)NC1=CC(=CC=C1)[C@H](C)NC=1C=NC=2C(N1)=NN(C2)CC)C